cyclohexylmethyl ((4-(tert-butyl)phenoxy) (perfluorophenoxy)phosphoryl)-L-alaninate C(C)(C)(C)C1=CC=C(OP(=O)(OC2=C(C(=C(C(=C2F)F)F)F)F)N[C@@H](C)C(=O)OCC2CCCCC2)C=C1